bismuthanimine [BiH]=N